N1(CCNCCC1)C=1C=NN2C1C=CC(=C2)C=2C=NN(C2)C 3-(1,4-diazepan-1-yl)-6-(1-methyl-1H-pyrazol-4-yl)pyrazolo[1,5-a]pyridine